(P)-(7R)-4-(2-methylphenyl)-7-(4-methyl-1,3-thiazol-5-yl)-2-(2-(2-propenoyl)-2,6-diazaspiro[3.4]octan-6-yl)-5,6,7,8-tetrahydro-3-quinolinecarbonitrile CC1=C(C=CC=C1)C1=C(C(=NC=2C[C@@H](CCC12)C1=C(N=CS1)C)N1CC2(CN(C2)C(C=C)=O)CC1)C#N